COC(=O)N1NC=CN=C1 [1,2,4]Triazine-2-carboxylic acid methyl ester